FC1=C(C=CC(=C1)CNC)N1C=NC(=C1)C1=NC(=NC=C1C(F)(F)F)NC1CCN(CC1)S(=O)(=O)C 4-(1-(2-Fluoro-4-((methylamino)methyl)phenyl)-1H-imidazol-4-yl)-N-(1-(methylsulfonyl)piperidin-4-yl)-5-(trifluoromethyl)pyrimidin-2-amine